ClC=1C=C2C=NN(C2=CC1N1CCN(CC1)C1(COC1)C)C=1C=NN(C1)C12CC(C1)(C2)CF 5-chloro-1-(1-(3-(fluoromethyl)bicyclo[1.1.1]pentan-1-yl)-1H-pyrazol-4-yl)-6-(4-(3-methyloxetan-3-yl)piperazin-1-yl)-1H-indazole